C1(CCCCC1)C(CC(=O)OCC)=O ethyl 3-cyclohexyl-3-oxopropanoate